tert-butyl N-[(5S,8S,10aR)-8-[[(3S,4R)-4-[(4-bromophenyl)methoxy]-1-carbamoylpentan-3-yl]carbamoyl]-6-oxo-octahydro-1H-pyrrolo[1,2-a][1,5]diazocin-5-yl]carbamate BrC1=CC=C(C=C1)CO[C@@H]([C@H](CCC(N)=O)NC(=O)[C@@H]1CC[C@H]2N1C([C@H](CNCC2)NC(OC(C)(C)C)=O)=O)C